1-((1R)-3'-(2-(2-(3-chloro-4-fluorophenyl)-5-methylpyrrolidin-1-yl)-2-oxoethyl)-2',4'-dioxo-2,3-dihydrospiro[indene-1,5'-oxazolidine]-5-yl)-3-methylurea ClC=1C=C(C=CC1F)C1N(C(CC1)C)C(CN1C(O[C@]2(C1=O)CCC1=CC(=CC=C12)NC(=O)NC)=O)=O